FC=1C=C(C=CC1OC(F)(F)F)N1C(N(C(C1=O)(C)C)CC1=C2C(=NC=C1)NC(C2)=O)=O 3-(3-fluoro-4-(trifluoromethoxy)phenyl)-5,5-dimethyl-1-((2-oxo-2,3-dihydro-1H-pyrrolo[2,3-b]pyridin-4-yl)methyl)imidazolidine-2,4-dione